C(C(C)(C)C)(=O)O pivalyl alcohol